IC1=NC=CC=C1OC 2-iodo-3-methoxypyridine